C(CCCCCCCC)C([C@H](O)[C@@](O)([C@H](OCCCCCCCCC)CO)CCCCCCCCC)O 1,3,4-O-trinonyl-xylitol